C1(CC1)C=1C(=NN(C1)C1CC2(CN(C2)C(=O)C2=C(C=CC(=C2)O)F)C1)C1=C(C=CC=C1)C(F)(F)F (6-(4-cyclopropyl-3-[o-(trifluoromethyl)phenyl]-1-pyrazolyl)-2-aza-2-spiro[3.3]heptyl)(2-fluoro-5-hydroxyphenyl)methanone